O(C1=CC=CC=C1)C(=O)N[C@H](C(=O)O)CCN(CCCCC1=NC=2NCCCC2C=C1)CCOC1=CC=CC=C1 (2S)-2-(phenoxycarbonylamino)-4-[2-phenoxyethyl-[4-(5,6,7,8-tetrahydro-1,8-naphthyridin-2-yl)butyl]amino]butanoic acid